4-(2-hydroxypropan-2-yl)-N,N-Dimethyl-3-(2-methyl-1H-benzimidazol-5-yl)benzamide OC(C)(C)C1=C(C=C(C(=O)N(C)C)C=C1)C1=CC2=C(NC(=N2)C)C=C1